2-(4-((5-cyclopropyl-3-(2,6-dichlorophenyl)isoxazol-4-yl)methoxy)bicyclo[2.2.2]oct-1-yl)quinoline-6-carboxylic acid C1(CC1)C1=C(C(=NO1)C1=C(C=CC=C1Cl)Cl)COC12CCC(CC1)(CC2)C2=NC1=CC=C(C=C1C=C2)C(=O)O